C(C)NC(=O)N1C(C(CCC1)C1=C(C=NN1C1OCCCC1)C)COC1CCC(CC1)C(C)C N-ethyl-2-(((4-isopropylcyclohexyl)oxy)methyl)-3-(4-methyl-1-(tetrahydro-2H-pyran-2-yl)-1H-pyrazol-5-yl)piperidine-1-carboxamide